(S)-4-((((9,10-difluoro-7-oxo-2,3-dihydro-7H-[1,4]oxazino[2,3,4-ij]quinolin-6-yl)methyl)(1-(pyrazin-2-yl)piperidin-3-yl)amino)methyl)-N-methylpicolinamide FC=1C=C2C(C(=CN3C2=C(C1F)OCC3)CN([C@@H]3CN(CCC3)C3=NC=CN=C3)CC3=CC(=NC=C3)C(=O)NC)=O